1-(3-(3-(4-((4-(morpholinomethyl)phenyl)ethynyl)phenyl)isoxazol-5-yl)pyridin-2-yl)ethan-1-ol O1CCN(CC1)CC1=CC=C(C=C1)C#CC1=CC=C(C=C1)C1=NOC(=C1)C=1C(=NC=CC1)C(C)O